C(C)(C)(C)OC(=O)N1[C@H](CN(CC1)C1=NC(=NC(=C1[N+](=O)[O-])CC1(CCCC2=CC=CC=C12)C(=O)OC)C=1C(=NC=CC1)C)CC#N (2S)-2-(cyanomethyl)-4-(6-((1-(methoxycarbonyl)-1,2,3,4-tetrahydronaphthalen-1-yl)methyl)-2-(2-methylpyridin-3-yl)-5-nitropyrimidin-4-yl)piperazine-1-carboxylic acid tert-butyl ester